FC(C(=O)O)(F)F.FC1=CC2=CN(N=C2C(=C1)C(=O)N)C1=CC(=C(C=C1)CNC)F 5-fluoro-2-{3-fluoro-4-[(methylamino)methyl]phenyl}-2H-indazole-7-carboxamide trifluoroacetate salt